CC(=CC=NO)C 3-methylbutenealdoxime